2-(3-aminophenyl)-2-propylhydroperoxide NC=1C=C(C=CC1)C(C)(C)OO